COC(C=1C=C(C=CC1)C1=CC=CC=C1)(OC)OC 3-(trimethoxymethyl)-1,1'-biphenyl